(3-(3-(2,3-dichlorophenyl)-1H-pyrazolo[3,4-b]pyrazin-6-yl)-7-(pyridin-3-yl)-3-azabicyclo[4.1.0]heptan-7-yl)methanamine ClC1=C(C=CC=C1Cl)C1=NNC2=NC(=CN=C21)N2CC1C(C1CC2)(C=2C=NC=CC2)CN